CC1=NC=C(C=N1)C=1C=C2C(=NNC2=CC1)C(=O)N 5-(2-methyl-pyrimidin-5-yl)-1H-indazole-3-carboxamide